norbornyl-isopropyl-dimethoxysilane C12(CCC(CC1)C2)[Si](OC)(OC)C(C)C